11H-dipyrido[2,3-b:3',2'-f]azepine N1=CC=CC2=C1NC1=C(C=C2)C=CC=N1